N-(5-(tert-butyldimethylsilyloxy)pyridin-2-yl)-4-(4-fluorophenyl)piperazine-1-sulfonamide tert-butyl-N-[1-(hydroxymethyl)cyclopropyl]carbamate C(C)(C)(C)OC(NC1(CC1)CO)=O.[Si](C)(C)(C(C)(C)C)OC=1C=CC(=NC1)NS(=O)(=O)N1CCN(CC1)C1=CC=C(C=C1)F